ClC=1C=C(CN2C3=C(S(C4=C(C2=O)C=CC=C4)(=O)=O)C=CC(=C3)C(=O)N3CCN(CC3)C)C=CC1 10-(3-Chloro-benzyl)-8-(4-methyl-piperazine-1-carbonyl)-5,5-dioxo-5,10-dihydro-5λ6-dibenzo[b,f][1,4]thiazepin-11-one